6-chloro-1-{6-[3-(dimethylamino)azetidin-1-yl]pyridin-3-yl}-7-fluoro-4-oxo-1,4-dihydroquinoline-3-carboxylic acid ClC=1C=C2C(C(=CN(C2=CC1F)C=1C=NC(=CC1)N1CC(C1)N(C)C)C(=O)O)=O